methyl (2Z,3E)-3-((2-(4-methylpiperazin-1-yl)ethoxy)imino)-2'-oxo-[2,3'-biindolinylidene]-5'-carboxylate dihydrochloride Cl.Cl.CN1CCN(CC1)CCO\N=C/1\C(\NC2=CC=CC=C12)=C/1\C(NC2=CC=C(C=C12)C(=O)OC)=O